tert-butyl ((1-methyl-4-(pyridin-2-yl)-1H-imidazol-2-yl)methyl)carbamate CN1C(=NC(=C1)C1=NC=CC=C1)CNC(OC(C)(C)C)=O